[C@@H]12OC[C@@H](N(C1)C1CCN(CC1)C1=C(C=C(C(=C1)OC)NC1=NC=NC(=C1)N1OCC[C@@H]1C1=CC(=C(C=C1)Cl)F)NC(C=C)=O)C2 N-(2-(4-((1S,4S)-2-oxa-5-azabicyclo[2.2.1]heptane-5-yl)piperidine-1-yl)-5-((6-((R)-3-(4-chloro-3-fluorophenyl)isoxazolidine-2-yl)pyrimidine-4-yl)amino)-4-methoxyphenyl)acrylamide